C(C)OC(C(C([C@@H]([C@](C(F)(F)F)(C)O)C)=O)=[N+]=[N-])=O.ClC=1C(=NC=CC1I)C1CCNCC1 |r| 3-chloro-4-iodo-2-(piperidin-4-yl)pyridine ethyl-rac-(4R,5S)-2-diazo-6,6,6-trifluoro-5-hydroxy-4,5-dimethyl-3-oxohexanoate